phenoxyethyl isobutyrate (2-methylpropanoate) CC(C(=O)O)C.C(C(C)C)(=O)OCCOC1=CC=CC=C1